Cl.FC(C1=CC=C(COC2=CC=C3CCNCC3=C2)C=C1)(F)F 7-((4-(trifluoromethyl)benzyl)oxy)-1,2,3,4-tetrahydroisoquinoline hydrochloride